C(C1=CC=CC=C1)N1N=CC=C1 1-benzylpyrazol